P(=O)(O)(O)O[C@@H](CC(C(=O)O)=O)[C@@H](O)[C@@H](O)[C@H](O)[C@H](O)CF monophospho-3,9-dideoxy-9-fluoro-D-glycero-D-galacto-nonulosonic acid